4-(6-(phenylethynyl)-2-(2,4,5-trimethoxyphenyl)-1H-benzo[d]imidazol-5-yl)morpholine C1(=CC=CC=C1)C#CC=1C(=CC2=C(NC(=N2)C2=C(C=C(C(=C2)OC)OC)OC)C1)N1CCOCC1